N-(2-(3-Oxa-8-azabicyclo[3.2.1]octan-8-yl)pyrimidin-4-yl)-3-(4-methoxyphenyl)isoxazol-5-amine C12COCC(CC1)N2C2=NC=CC(=N2)NC2=CC(=NO2)C2=CC=C(C=C2)OC